3-methyl-1-(3-methylbenzenesulfonyl)azetidine-3-carboxylic acid methyl ester COC(=O)C1(CN(C1)S(=O)(=O)C1=CC(=CC=C1)C)C